O1CC(CC1)C=1C=C2C(=NC1)N=C(S2)NC(OC(C)(C)C)=O tert-butyl (6-(tetrahydrofuran-3-yl)thiazolo[4,5-b]pyridin-2-yl)carbamate